1,3-bis[bis(3,5-bis-trifluoromethylphenyl)phosphino]propane FC(C=1C=C(C=C(C1)C(F)(F)F)P(CCCP(C1=CC(=CC(=C1)C(F)(F)F)C(F)(F)F)C1=CC(=CC(=C1)C(F)(F)F)C(F)(F)F)C1=CC(=CC(=C1)C(F)(F)F)C(F)(F)F)(F)F